C(#N)CC(=O)OCC(CC)OC 2-methoxybutyl cyanoacetate